FC1=C(C=CC(=C1)F)C(CN1CCC(CC1)O)(CN1N=CN=C1)O 1-(2-(2,4-difluorophenyl)-2-hydroxy-3-(1H-1,2,4-triazol-1-yl)propyl)piperidin-4-ol